BrC1=NN(C2=CC(=CC=C12)NC1CCN(CC1)C1=NC2=C(N1C(F)F)C=CC=C2)C 3-bromo-N-(1-(1-(difluoromethyl)-1H-benzo[d]imidazol-2-yl)piperidin-4-yl)-1-methyl-1H-indazol-6-amine